6-((3-bromo-7-hydroxy-5-((methoxycarbonyl)amino)-1H-pyrazolo[4,3-d]pyrimidin-1-yl)methyl)-5-methoxy-3',6'-dihydro-[3,4'-bipyridine]-1'(2'H)-carboxylic acid tert-butyl ester C(C)(C)(C)OC(=O)N1CCC(=CC1)C=1C=NC(=C(C1)OC)CN1N=C(C=2N=C(N=C(C21)O)NC(=O)OC)Br